N-(4-(4-amino-7-(1-methyl-1H-pyrazol-3-yl)pyrrolo[2,1-f][1,2,4]triazin-5-yl)-2-methoxyphenyl)-4-methyloxazol-2-amine NC1=NC=NN2C1=C(C=C2C2=NN(C=C2)C)C2=CC(=C(C=C2)NC=2OC=C(N2)C)OC